5-chloro-7-(N-(3-ethynyl-2,4-difluorophenyl) sulfamoyl)-2,3-dihydrobenzofuran-3-ylacetate ClC=1C=C(C2=C(C(CO2)CC(=O)[O-])C1)S(NC1=C(C(=C(C=C1)F)C#C)F)(=O)=O